(4-amino-7-(1H-pyrazol-5-yl)pyrrolo[1,2-a]quinoxalin-2-yl)methanol NC=1C=2N(C3=CC=C(C=C3N1)C1=CC=NN1)C=C(C2)CO